CC=1N=C(N=NC1C1=C(C=C(C=C1)C(F)(F)F)O)N1CC[C@H]2CCCC[C@@H]12 2-(5-methyl-3-((3aR,7aR)-octahydro-1H-indol-1-yl)-1,2,4-triazin-6-yl)-5-(trifluoromethyl)phenol